ethyl 3-cyclopropyl-1-(trifluoromethyl)-1H-pyrazole-4-carboxylate C1(CC1)C1=NN(C=C1C(=O)OCC)C(F)(F)F